4-phenyl-2-(trifluoroacetyl)benzo[f]quinoline C1(=CC=CC=C1)N1CC(=CC=2C3=C(C=CC12)C=CC=C3)C(C(F)(F)F)=O